COCN1N=C(C(=CC1=O)C1=CC=C(C=C1)C)C1=CC=CC=C1 2-(methoxymethyl)-5-(4-methylphenyl)-6-phenyl-3(2H)-pyridazinone